ClC1=CC(=C(C=C1)NC=1C(=NC(=C(C1)CCC)C)CO[C@@H]1C[C@@H](OCC1)C=1C=NN(C1)C1CC1)F N-(4-chloro-2-fluoro-phenyl)-2-[[(2R,4S)-2-(1-cyclopropylpyrazol-4-yl)tetrahydropyran-4-yl]oxymethyl]-6-methyl-5-propyl-pyridin-3-amine